C1(CC1)NC(C1=CC(=CC=C1)C1=CC(=C(C(=C1)C(C)C)CC(NS(=O)(=O)C1=CC=C(C=C1)CN(C)C)=O)C(C)C)=O N-cyclopropyl-3-{4-[({4-[(dimethylamino)methyl]benzene-sulfonyl}carbamoyl)methyl]-3,5-bis(propan-2-yl)phenyl}benzamide